(3-fluorophenyl)borate FC=1C=C(C=CC1)OB([O-])[O-]